ClC=1C=C(C=2N(N1)C(=NN2)C2=NSC(=C2)C)C#N 6-Chloro-3-(5-methylisothiazol-3-yl)-[1,2,4]triazolo[4,3-b]pyridazine-8-carbonitrile